(1,3-bis-(2,4,6-trimethylphenyl)-2-imidazolidinylidene)dichloro(o-isopropoxybenzylidene)ruthenium CC1=C(C(=CC(=C1)C)C)N1C(N(CC1)C1=C(C=C(C=C1C)C)C)=[Ru](=CC1=C(C=CC=C1)OC(C)C)(Cl)Cl